C(#N)CNC(C1=C(C=C(C=C1)C1=NC(=NC=C1)NC1=CC=C(C=C1)N1CCOCC1)OC)=O N-(cyanomethyl)-2-methoxy-4-(2-(4-morpholinophenyl-amino)pyrimidin-4-yl)benzamide